O1CCN(CC1)CCOC1=CC=C(C=C1)C=1SC=C(N1)C1=CC=C(C=C1)NC(=O)NC1=CC=CC=C1 1-(4-(2-(4-(2-Morpholinoethoxy)phenyl)thiazol-4-yl)phenyl)-3-phenylurea